(S)-2-((5-bromopyridin-3-yl)oxy)propanoic acid methyl ester COC([C@H](C)OC=1C=NC=C(C1)Br)=O